Ethyl 2-(3-fluoro-5-isopropyl-2-methoxyphenyl)-2-((R)-3-(isobutyl(5-(5,6,7,8-tetrahydro-1,8-naphthyridin-2-yl)pentyl)amino)pyrrolidin-1-yl)acetate FC=1C(=C(C=C(C1)C(C)C)C(C(=O)OCC)N1C[C@@H](CC1)N(CCCCCC1=NC=2NCCCC2C=C1)CC(C)C)OC